ClC1=C2C(=C(C=3CCN(C(C13)=O)CC=1C(NC(=CC1C)C)=O)Cl)OC(O2)(C)C21CCC(CC2)(CC1)N(C)C 4,9-dichloro-6-((4,6-dimethyl-2-oxo-1,2-dihydropyridin-3-yl)methyl)-2-(4-(dimethylamino)bicyclo[2.2.2]octan-1-yl)-2-methyl-7,8-dihydro-[1,3]dioxolo[4,5-g]isoquinolin-5(6H)-one